4-(morpholinomethylethoxymethylsilyl)styrene O1CCN(CC1)C[SiH](C1=CC=C(C=C)C=C1)COCC